CC(C)(OC(NCCOCCOCCNC(=O)C=1C=CC(=NC1)C1=CCC(CC1)C(=O)OCC)=O)C ethyl 4-(5-((2,2-dimethyl-4-oxo-3,8,11-trioxa-5-azatridecan-13-yl)carbamoyl)pyridin-2-yl)cyclohex-3-ene-1-carboxylate